OC1=C(C(=CC(=C1)O)OCC1=CC(=CC=C1)C)C(=O)N1CC2=C(C=CC=C2CC1)N[C@@H]1COCC1 (S)-(2,4-Dihydroxy-6-((3-methylbenzyl)oxy)phenyl)(8-((tetrahydrofuran-3-yl)amino)-3,4-dihydroisoquinolin-2(1H)-yl)methanone